cyclobutaneOn C1(CCC1)=O